ClC1=CC=C(C=C1)[C@H](C(F)(F)F)N(S(=O)(=O)C=1N=CC=2N(C1)C=CN2)C (R)-N-(1-(4-chlorophenyl)-2,2,2-trifluoroethyl)-N-methylimidazo[1,2-a]pyrazine-6-sulfonamide